2-(2,6-dioxopiperidin-3-yl)-5-((1R,4R)-5-(piperidin-4-ylmethyl)-2,5-diazabicyclo[2.2.1]heptan-2-yl)isoindoline-1,3-dione O=C1NC(CCC1N1C(C2=CC=C(C=C2C1=O)N1[C@H]2CN([C@@H](C1)C2)CC2CCNCC2)=O)=O